2-(3-fluorophenyl)-2-(2-(4-(4-methylpiperazin-1-yl)phenyl)-7-oxo-5,7-dihydro-6H-pyrrolo-[3,4-b]pyridin-6-yl)-N-(thiazol-2-yl)acetamide FC=1C=C(C=CC1)C(C(=O)NC=1SC=CN1)N1C(C2=NC(=CC=C2C1)C1=CC=C(C=C1)N1CCN(CC1)C)=O